FC1(CCC2(CO2)CC1)F 6,6-difluoro-1-oxaspiro[2.5]octane